β-hydroxyglutamine OC([C@H](N)C(=O)O)CC(N)=O